C(=C)SC1=CC=C(C=C1)SC1=CC=C(C=C1)SC=C bis(4-(vinylthio) phenyl) sulfide